C[N+](CCCC)(C)C trimethylmono-n-butylammonium